The molecule is the conjugate base of (S)-3-methyl-2-oxopentanoic acid. It has a role as a Saccharomyces cerevisiae metabolite. It derives from a valerate. It is a conjugate base of a (S)-3-methyl-2-oxovaleric acid. CC[C@H](C)C(=O)C(=O)[O-]